3-amino-4-(7-fluoro-1H-indazol-4-yl)-6-[1-(oxan-4-yl)piperidin-4-yl]-1H-1,7-phenanthrolin-2-one NC=1C(NC2=C3C=CC=NC3=C(C=C2C1C1=C2C=NNC2=C(C=C1)F)C1CCN(CC1)C1CCOCC1)=O